(S)-2-(4-(7-(benzothien-7-yl)-8-fluoro-2-((tetrahydro-1H-pyrrolizin-7a(5H)-yl)methoxy)quinazolin-4-yl)-1-(2-fluoroacryloyl)piperazin-2-yl)acetonitrile S1C=CC2=C1C(=CC=C2)C2=CC=C1C(=NC(=NC1=C2F)OCC21CCCN1CCC2)N2C[C@@H](N(CC2)C(C(=C)F)=O)CC#N